ClC=1C(=C(CNC(CC2OCCC2NC(CN2NC3=CC=CC=C3C2C(=O)N)=O)=O)C=CC1)F 2-((2-((3-chloro-2-fluorobenzyl)amino-2-oxoethyl)(tetrahydrofuran-3-yl)amino)-2-oxoethyl)-1H-indazole-3-carboxamide